3-[4-({[2-(2-methyl-1H-indol-3-yl)ethyl]amino}methyl)phenyl]prop-2-enamide 2-((6-chloro-5-methyl-4-(phenylsulfonyl)pyridazin-3-yl)amino)-8-azabicyclo[3.2.1]octane-8-carboxylate ClC1=C(C(=C(N=N1)NC1C2CCC(CC1)N2C(=O)O)S(=O)(=O)C2=CC=CC=C2)C.CC=2NC1=CC=CC=C1C2CCNCC2=CC=C(C=C2)C=CC(=O)N